C(C)(C)(C)N(C(O)=O)CCS(=O)(=O)N1C=C(C=C1)C(NCC(NC=1SC=C(N1)C1=CC(=CC=C1)C1=CC=NC=C1)=O)=O.BrC1=C(CN2CCC2)C=CC=C1OC 1-(2-bromo-3-methoxybenzyl)azetidine tert-butyl-(2-((3-((2-oxo-2-((4-(3-(pyridin-4-yl)phenyl)thiazol-2-yl)amino)ethyl)carbamoyl)-1H-pyrrol-1-yl)sulfonyl)ethyl)carbamate